FC([C@H]1N(C(OC1)=O)C=1N=C2N(CCOC3=C2C=CC(=C3)N[C@H](C(=O)NO)C)C1)F (S)-2-((2-((S)-4-(difluoromethyl)-2-oxooxazolidin-3-yl)-5,6-dihydrobenzo[f]imidazo[1,2-d][1,4]oxazepin-9-yl)amino)-N-hydroxypropanamide